Cl.N1CC(C1)C1=CC=C2C=NN(C2=C1)C 6-(azetidin-3-yl)-1-methyl-1H-indazole hydrochloride